4-(5-(((methylsulfonyl)oxy)methyl)pyridin-2-yl)piperidine-1-carboxylic acid tert-butyl ester C(C)(C)(C)OC(=O)N1CCC(CC1)C1=NC=C(C=C1)COS(=O)(=O)C